N-(6-{[6,7-Bis(methyloxy)chinolin-4-yl]oxy}-5-chloropyridin-3-yl)-N'-(4-fluorophenyl)cyclopropan-1,1-dicarboxamid COC=1C=C2C(=CC=NC2=CC1OC)OC1=C(C=C(C=N1)NC(=O)C1(CC1)C(=O)NC1=CC=C(C=C1)F)Cl